C(CC)N1N=CC2=CC=C(C=C12)C(CCC)S(=O)(=O)N (1-propyl-1H-indazol-6-yl)butane-1-sulfonamide